CC1CC(C(C=2N1C=NC2)=O)C(=O)OC methyl 5-methyl-8-oxo-5,6,7,8-tetrahydroimidazo[1,5-a]pyridine-7-carboxylate